ethyl 2-[4-chloro-2-(hydroxymethyl)-5-iodo-phenoxy]acetate ClC1=CC(=C(OCC(=O)OCC)C=C1I)CO